N1CC(C1)N1C[C@@H](CCC1)NC=1N=NC(=CC1)C1=C(C=C(C=C1C)C(F)(F)F)OCOCC (R)-N-(1-(azetidin-3-yl)piperidin-3-yl)-6-(2-(ethoxymethoxy)-6-methyl-4-(trifluoromethyl)phenyl)pyridazin-3-amine